C(CCCCCCCCCCC)C(C(=O)O)N(CC)CC lauryl-diethylaminoacetic acid